(2e,6z)-non-2,6-dienoic acid N-cyclopropylamide C1(CC1)NC(\C=C\CC\C=C/CC)=O